4-(1H-Benzo[d]imidazol-2-yl)-4-(2-hydroxy-5-methylphenyl)-2-methylisoquinoline-1,3(2H,4H)-dione N1C(=NC2=C1C=CC=C2)C2(C(N(C(C1=CC=CC=C21)=O)C)=O)C2=C(C=CC(=C2)C)O